NC1=CC=C(C=C1)S(=O)(=O)C1=CC=C(C=C1)N bis(4-amino Phenyl) sulfone